C1(=CC=CC=C1)[Si](O[Si](O[SiH3])(C1=CC=CC=C1)C1=CC=CC=C1)(O[SiH3])C1=CC=CC=C1 tetraphenyltetrasiloxane